O=C1N(CC2=CC(=CC=C12)B1OC(C(O1)(C)C)(C)C)C1C(NC(CC1)=O)=O 3-[1-oxo-5-(4,4,5,5-tetramethyl-1,3,2-dioxaborolan-2-yl)isoindolin-2-yl]piperidine-2,6-dione